N-(6-methyl-2-(2,7-diazaspiro[3.5]non-2-yl)pyrimidin-4-yl)-1H-indazol-5-amine CC1=CC(=NC(=N1)N1CC2(C1)CCNCC2)NC=2C=C1C=NNC1=CC2